Dimethyl 1,3,4-trimethyl-5,7-dihydrocyclopenta[c]pyridine-6,6-dicarboxylate CC1=NC(=C(C2=C1CC(C2)(C(=O)OC)C(=O)OC)C)C